(R)-4-oxo-N-((2-((2,4,4-trimethylpiperidin-1-yl)methyl)-1H-indol-6-yl)methyl)-4H-pyrido[1,2-a]pyrimidine-2-carboxamide O=C1C=C(N=C2N1C=CC=C2)C(=O)NCC2=CC=C1C=C(NC1=C2)CN2[C@@H](CC(CC2)(C)C)C